6-Phenoxy-4-(2-(trifluoromethyl)pyrimidin-5-yl)nicotinaldehyde O(C1=CC=CC=C1)C1=NC=C(C=O)C(=C1)C=1C=NC(=NC1)C(F)(F)F